dimethyl dipropyl orthocarbonate C(OC)(OC)(OCCC)OCCC